CC1=NN(C(=C1)CC(=O)N)C1=NC2=CC=CC=C2C(N1)=O (3-methyl-1-(4-oxo-3,4-dihydro-quinazolin-2-yl)-1H-pyrazol-5-yl)acetamide